(3R)-2-hydroxy-3-(2-(methylsulfonamido)-2-(4-phosphonophenyl)acetamido)-3,4-dihydro-2H-benzo[e][1,2]oxaborinine-8-carboxylic acid OB1OC2=C(C[C@@H]1NC(C(C1=CC=C(C=C1)P(=O)(O)O)NS(=O)(=O)C)=O)C=CC=C2C(=O)O